2-(Tert-butyl) 3-methyl (S)-2-azaspiro[4.4]nonane-2,3-dicarboxylate C1N([C@@H](CC12CCCC2)C(=O)OC)C(=O)OC(C)(C)C